C(C)(C)(C)OC(=O)N1C([C@@H](CC1)C[C@@H](C(=O)OC)N=C(C1=CC=CC=C1)C1=CC=CC=C1)=O (S)-3-((S)-2-((diphenylmethylene)amino)-3-methoxy-3-oxopropyl)-2-oxopyrrolidine-1-carboxylic acid tert-butyl ester